OCC1(CC1)S(=O)(=O)/N=C\1/SC=CN1C (E)-1-(hydroxymethyl)-N-(3-methylthiazol-2(3H)-ylidene)cyclopropane-1-sulfonamide